1,2-bis(isocyanatomethyl)benzene N(=C=O)CC1=C(C=CC=C1)CN=C=O